tert-butyl (2R,6S)-2,6-dimethyl-4-(1-((2-methylimidazo[1,2-a]pyridin-6-yl)carbamoyl)-2,3-dihydro-1H-pyrrolo[2,3-b]pyridin-4-yl)piperazine-1-carboxylate C[C@H]1N([C@H](CN(C1)C1=C2C(=NC=C1)N(CC2)C(NC=2C=CC=1N(C2)C=C(N1)C)=O)C)C(=O)OC(C)(C)C